C1(CC1)[C@@H]1[C@@H]([C@H](O[C@@]1(C(F)(F)F)C)C(=O)NC1=CC(=NC=C1)C(=O)N)C1=C(C(=C(C=C1)F)F)OC (2S,3R,4R,5S)-4-[[4-Cyclopropyl-3-(3,4-Difluoro-2-methoxy-phenyl)-5-methyl-5-(trifluoromethyl)tetrahydrofuran-2-carbonyl]amino]pyridin-2-carboxamid